C1CC12CN(CCC2)C2C(CN(CC2)C=2SC(=CN2)C(=O)NCC2=NC=C(C=C2F)F)F 2-[4-(5-azaspiro[2.5]octan-5-yl)-3-fluoropiperidin-1-yl]-N-[(3,5-difluoropyridin-2-yl)methyl]-1,3-thiazole-5-carboxamide